ClC1=CC=C(C(=N1)C=1C=C(C2=C(C=NOB2O)C1)F)NC(C)C=1C=C(C=C2C(C(=C(OC12)C(C)C)C)=O)C 8-[1-[[6-chloro-2-(8-fluoro-1-hydroxy-2,3,1-benzoxazaborinin-6-yl)-3-pyridyl]amino]ethyl]-2-isopropyl-3,6-dimethyl-chromen-4-one